CCCCCCCCCCCC(CCCCCCCCCCC)=O 12-TRICOSANONE